CC1=NN(N=C1C)CCCN1C[C@@H](CC1)C1=CNC=2C=CC=C(C12)O (S)-3-(1-(3-(4,5-dimethyl-2H-1,2,3-triazol-2-yl)propyl)pyrrolidin-3-yl)-1H-indol-4-ol